2-amino-N-((5-chloro-2-pyrimidinyl)methyl)-3-methyl-N-((5-(trifluoromethyl)-2-pyridinyl)methyl)-6-quinolinecarboxamide NC1=NC2=CC=C(C=C2C=C1C)C(=O)N(CC1=NC=C(C=C1)C(F)(F)F)CC1=NC=C(C=N1)Cl